[(2,4-Dibromo-7-hydroxy-thieno[3,2-c]pyridine-6-carbonyl)-amino]-acetic acid BrC1=CC=2C(=NC(=C(C2S1)O)C(=O)NCC(=O)O)Br